aluminum (quinolinolate) N1=C(C=CC2=CC=CC=C12)[O-].[Al+3].N1=C(C=CC2=CC=CC=C12)[O-].N1=C(C=CC2=CC=CC=C12)[O-]